C=CCCCCCC(CC)C(=O)O trans-decene-8-carboxylic acid